4-((5-(Hydroxymethyl)-4-(2-methylpyridin-4-yl)thiazol-2-yl)amino)benzenesulfonic acid OCC1=C(N=C(S1)NC1=CC=C(C=C1)S(=O)(=O)O)C1=CC(=NC=C1)C